C(CCC)OC1=NN2C(C(=N1)N)=NC=C2CC2=CC(=C(C=C2)N2CCNCC2)OCCC butoxy-7-(4-(piperazin-1-yl)-3-propoxybenzyl)imidazo[2,1-f][1,2,4]triazin-4-amine